FC1=C(C(=CC(=C1)F)C1=CC=CC=C1)B(O)O 3,5-difluorobiphenyl-boronic acid